C(#N)CC(=O)NC=1SC(=NN1)C1=C(C=CC=C1)Cl 2-cyano-N-(5-(2-chlorophenyl)-1,3,4-thiadiazol-2-yl)acetamide